1-[2-chloro-3-(5-fluoro-1H-1,3-benzodiazol-2-yl)-5-(3-fluoro-5-methylphenyl)pyridin-4-yl]piperidin-4-amine ClC1=NC=C(C(=C1C1=NC2=C(N1)C=CC(=C2)F)N2CCC(CC2)N)C2=CC(=CC(=C2)C)F